N-(1-(4-fluorophenoxy)-2,4-dimethylpent-4-en-2-yl)-6-methyl-1H-pyrrolo[2,3-b]pyridine-5-carboxamide FC1=CC=C(OCC(CC(=C)C)(C)NC(=O)C=2C=C3C(=NC2C)NC=C3)C=C1